C(C)(=O)N[C@]1([C@@H](CC[C@H](C1)CCB1OC(C(O1)(C)C)(C)C)C(=O)[O-])C(NC(C)(C)C)=O (1R,2R,4R)-2-acetamido-2-(tert-butylcarbamoyl)-4-(2-(4,4,5,5-tetramethyl-1,3,2-dioxaborolan-2-yl)ethyl)cyclohexane-1-carboxylate